ClC=1C=C(C(=NC1)NC(=O)C1(CNC1)C1=NC=CC=C1C(C)C)OC(F)F N-(5-chloro-3-(difluoromethoxy)pyridin-2-yl)-3-(3-isopropylpyridin-2-yl)azetidine-3-carboxamide